C[C@@H]1CNCCN1CC1=C(C=C(C=C1)OC)OC (R)-3-methyl-4-(2,4-dimethoxybenzyl)piperazine